ClC1=CC2=C(S1)[C@]1(C[C@H](N(CC1)C(=O)[O-])C=1N=NN(C1)C)OCC2OC (2'S,7S)-2-chloro-4-methoxy-2'-(1-methyltriazol-4-yl)spiro[4,5-dihydrothieno[2,3-c]pyran-7,4'-piperidine]-1'-carboxylate